TETRAHYDROBENZO-QUINOLINESULFONAMIDE N1C(CCC2=CC=C3C(=C12)C=CC=C3)S(=O)(=O)N